methyl 4-((2S)-2-((difluoromethoxy) methyl)-5-(4-(trifluoromethyl) phenyl) piperidin-1-yl)-2-fluorobenzoate FC(OC[C@H]1N(CC(CC1)C1=CC=C(C=C1)C(F)(F)F)C1=CC(=C(C(=O)OC)C=C1)F)F